NC1=NC(=NC(=C1NC(OC)=O)N)C1=NN(C2=NC=C(C=C21)F)CC2=C(C=CC=C2)F methyl {4,6-diamino-2-[5-fluoro-1-(2-fluorobenzyl)-1H-pyrazolo[3,4-b]pyridin-3-yl] pyrimidin-5-yl}carbamate